3-(2,6-dioxopiperidin-3-yl)-2-methylquinoline-7-carbonitrile O=C1NC(CCC1C=1C(=NC2=CC(=CC=C2C1)C#N)C)=O